N-{[4-(5-cyclopropyl-1,3-thiazol-4-yl)-2,5-dioxoimidazolidin-4-yl]methyl}-4'-(trifluoromethyl)[biphenyl]-2-carboxamide C1(CC1)C1=C(N=CS1)C1(NC(NC1=O)=O)CNC(=O)C=1C(=CC=CC1)C1=CC=C(C=C1)C(F)(F)F